OC(C)C=1C(=CC(=C(C(=O)N)C1)O[C@H](C(F)(F)F)C)C=1SC=C(N1)CO 5-(1-hydroxyethyl)-4-(hydroxymethylthiazol-2-yl)-2-(((S)-1,1,1-trifluoropropan-2-yl)oxy)benzamide